palmitate C(CCCCCCCCCCCCCCC)(=O)[O-]